trans-N-((1r,4r)-4-((5-chloro-4-(1-(2-oxo-1,2-dihydropyridin-3-yl)-1H-pyrazol-4-yl)pyrimidin-2-yl)amino)cyclohexyl)acetamide ClC=1C(=NC(=NC1)N[C@@H]1CC[C@H](CC1)NC(C)=O)C=1C=NN(C1)C=1C(NC=CC1)=O